4-({[(2E)-3-(3,4-dihydroxy-5-nitrophenyl)-1-oxoprop-2-enyl]amino}methyl)-N-(prop-2-ynyl)benzamide methyl-7-fluoro-5-methyl-6-(1-methylcyclopropyl)pyrrolo[2,3-b]pyrazine-3-carboxylate COC(=O)C1=CN=C2C(=N1)N(C(=C2F)C2(CC2)C)C.OC=2C=C(C=C(C2O)[N+](=O)[O-])/C=C/C(=O)NCC2=CC=C(C(=O)NCC#C)C=C2